ClC1=NC(=NC=C1F)OCOC 4-chloro-5-fluoro-2-(methoxymethoxy)pyrimidine